8-bromo-1,6,11-triazatricyclo[7.4.0.02,7]trideca-2(7),3,5,8-tetraen-10-one BrC=1C=2N=CC=CC2N2CCNC(C12)=O